1-(4-Methylphenylethyl)-2,2-diphenylaziridine CC1=CC=C(C=C1)CCN1C(C1)(C1=CC=CC=C1)C1=CC=CC=C1